FC(C(=O)O)(F)F.FC(C(=O)O)(F)F.CC1=CC(=NN1)C1=NC=2C=C(N=C(C2C=C1)N)N (5-methyl-1H-pyrazol-3-yl)-1,6-naphthyridine-5,7-diamine bistrifluoroacetate